C1(=CC=CC=C1)C1(C=2C=CC(=CC2C=2C3=C(C=CC12)C=CC=C3)B3OC(C(O3)(C)C)(C)C)C3=CC=CC=C3 2-(7,7-diphenyl-7H-benzo[c]fluoren-10-yl)-4,4,5,5-tetramethyl-1,3,2-dioxaborolane